FC(CN1N=CC=2C1=NC(=CN2)N2CCC1(CC(N(C1=O)C1=NC=C(C=C1)C(F)(F)F)C1=CC=CC=C1)CC2)F 8-[1-(2,2-difluoroethyl)-1H-pyrazolo[3,4-b]pyrazin-6-yl]-3-phenyl-2-[5-(trifluoromethyl)pyridin-2-yl]-2,8-diazaspiro[4.5]decan-1-one